C(C)OC(=O)C1CC12CS(CC2)(=O)=O 5,5-dioxo-5-thiaspiro[2.4]heptane-1-carboxylic acid ethyl ester